1-(3,4-xylyl)sulfonyl-5-(pyrrolidine-1-carbonyl)pyrrolidin-2-one C1(=CC(=C(C=C1)C)C)S(=O)(=O)N1C(CCC1C(=O)N1CCCC1)=O